methyl (S)-2-((tert-butoxycarbonyl)amino)-3-(3-hydroxy-5-iodo-4-methoxyphenyl)propanoate C(C)(C)(C)OC(=O)N[C@H](C(=O)OC)CC1=CC(=C(C(=C1)I)OC)O